(E)-N-[1-(2-nitrophenyl)-1H-pyrrol-2-yl-allylideneamino]-guanidinium acetate C(C)(=O)[O-].[N+](=O)([O-])C1=C(C=CC=C1)N1C(=CC=C1)C=C\C=N\NC(=[NH2+])N